N(=C=O)C1=CC=CC=2OCCOC21 5-isocyanato-2,3-dihydrobenzo[b][1,4]dioxin